6-(1,4-dimethyl-1H-1,2,3-triazol-5-yl)-4-((3-fluoropyridin-2-yl)(tetrahydro-2H-pyran-4-yl)methyl)-3-isopropyl-4H-thieno[2',3':4,5]pyrrolo[3,2-b]pyridine-2-carboxylic acid methyl ester COC(=O)C1=C(C2=C(C3=NC=C(C=C3N2C(C2CCOCC2)C2=NC=CC=C2F)C2=C(N=NN2C)C)S1)C(C)C